CN1CCC=2C=CC(NC2C1)=O 7-methyl-5,6,7,8-tetrahydro-1,7-naphthyridin-2(1H)-one